1-((2-(2,6-dioxopiperidin-3-yl)-1-oxoisoindolin-4-yl)sulfanyl)-3,6,9,12,15-pentaoxaoctadecane-18-oic acid O=C1NC(CCC1N1C(C2=CC=CC(=C2C1)SCCOCCOCCOCCOCCOCCC(=O)O)=O)=O